(3R*,4R*)-1-(2-Methyl-cyclopentyl)-4-{[5-(2,4,6-trifluoro-phenyl)-isoxazole-3-carbonyl]-amino}-piperidine-3-carboxylic acid ((R)-1-pyrazin-2-yl-ethyl)-amide N1=C(C=NC=C1)[C@@H](C)NC(=O)[C@@H]1CN(CC[C@H]1NC(=O)C1=NOC(=C1)C1=C(C=C(C=C1F)F)F)C1C(CCC1)C |o1:11,16|